(S)-N'-((6-fluoro-5-isopropyl-2,3-dihydro-1H-inden-4-yl)carbamoyl)-6,7-dihydro-5H-pyrazolo[5,1-b][1,3]oxazine-3-sulfonimidamide FC1=C(C(=C2CCCC2=C1)NC(=O)N=[S@@](=O)(N)C=1C=NN2C1OCCC2)C(C)C